2-((1H-1,2,4-triazol-1-yl)methyl)-3-(4-chlorobenzyl)-2-hydroxy-1-methyl-Cyclopentane-1-carboxylic acid methyl ester COC(=O)C1(C(C(CC1)CC1=CC=C(C=C1)Cl)(O)CN1N=CN=C1)C